1-(2,4-Dichloro-phenyl)-5-[4-(4-hydroxy-but-1-ynyl)-phenyl]-4-hydroxymethyl-1H-pyrazole-3-carboxylic acid piperidin-1-ylamide N1(CCCCC1)NC(=O)C1=NN(C(=C1CO)C1=CC=C(C=C1)C#CCCO)C1=C(C=C(C=C1)Cl)Cl